ClC1=CC=C(OCC(=O)NC23CC(C2)(C3)NC(OC(C)(C)C)=O)C=C1 tert-butyl {3-[2-(4-chlorophenoxy)acetamido]bicyclo[1.1.1]pentan-1-yl}carbamate